C1=CC=CC=2C1=C1N(C3=CC=CC=C3C1=CC2)C2=C(C(=C(C(=C2N2C1=CC=CC=C1C1=CC=C3C(=C21)C=CC=C3)N3C2=CC=CC=C2C2=CC=C1C(=C32)C=CC=C1)N1C3=CC=CC=C3C3=CC=C2C(=C13)C=CC=C2)C2=NC(=CC(=N2)C2=CC=CC=C2)C2=CC=CC=C2)C=2OC1=C(N2)C=CC=C1 2-(2,3,4,5-tetrakis(11H-benzo[a]carbazol-11-yl)-6-(4,6-diphenylpyrimidin-2-yl)phenyl)benzo[d]oxazole